(R)-1-(pyrrolidin-3-ylmethyl)pyrrolidine hydrochloride Cl.N1C[C@@H](CC1)CN1CCCC1